C(C=1C(O)=CC=CC1)(=O)NC=1C=C(C=CC1)CCCCC(=O)O N-salicyloyl-5-(3-aminophenyl)valeric acid